(R)-1-(3-(difluoromethoxy)phenyl)-3-hydroxy-3-methyl-N-(3-methyl-1,1-dioxidothietan-3-yl)-2-oxoindoline-5-carboxamide FC(OC=1C=C(C=CC1)N1C([C@](C2=CC(=CC=C12)C(=O)NC1(CS(C1)(=O)=O)C)(C)O)=O)F